C[C@@H]1O[C@@H](CN(C1)CC1=CC=C(/C=C/C2=NNC3=CC(=CC=C23)\C=C/2\C(NCC2C2=C(C=CC=C2)F)=O)C=C1)C (E)-3-((3-((E)-4-(((2S,6R)-2,6-dimethylmorpholino)methyl)styryl)-1H-indazole-6-yl)methylene)-4-(2-fluorophenyl)pyrrolidin-2-one